N[C@H]1CC=CC[C@@H]1C1=C(C=2N=C(N=C(C2S1)NCC1=C(C=NC=C1)F)Cl)C 6-((1S,6S)-6-aminocyclohex-3-en-1-yl)-2-chloro-N-((3-fluoropyridin-4-yl)methyl)-7-methylthieno[3,2-d]pyrimidin-4-amine